L-4-aspartyl phosphate C([C@@H](C(=O)O)N)C(=O)OP(=O)(O)O